acrylic acid-3,4-epoxytricyclo[5.2.1.02,6]Dec-8-yl ester C12C3C4C(CC3C(C(C1)OC(C=C)=O)C2)O4